NC1=NC(=CC(=N1)N1[C@H](CCCCC1)C=1C=C(C(=O)N(C)C)C=CC1OC)C |r| (+/-)-3-(1-(2-amino-6-methylpyrimidin-4-yl)azepan-2-yl)-4-methoxy-N,N-dimethylbenzamide